C(#N)C1=CC(=C(C(=O)NC2=CC=C3C=NN(C3=C2)C=2C=NN(C2)C)C=C1)C(F)(F)F 4-Cyano-N-(1-(1-methyl-1H-pyrazol-4-yl)-1H-indazol-6-yl)-2-(trifluoromethyl)benzamide